N-(4-(4-amino-7-cyano-1-methyl-3-(4-((4-(trifluoromethyl)pyrimidin-2-yl)oxy)phenyl)-1H-pyrrolo[3,2-c]pyridin-2-yl)-3-chlorophenyl)methacrylamide NC1=NC=C(C2=C1C(=C(N2C)C2=C(C=C(C=C2)NC(C(=C)C)=O)Cl)C2=CC=C(C=C2)OC2=NC=CC(=N2)C(F)(F)F)C#N